N1(CCNCC1)CCN1N=NC2=C(C1=O)C=CC=C2 (2-(piperazin-1-yl)ethyl)benzo[D]1,2,3-triazin-4(3H)-one